C1(CC1)C1=NC=C(C(=N1)OC1=CC=CC=C1)C(=O)NC(C)C=CS(=O)(=O)C 2-cyclopropyl-N-(4-(methylsulfonyl)but-3-en-2-yl)-4-phenoxypyrimidine-5-carboxamide